N-[[2-Methyl-4-(pentafluoro-sulfanyl)phenyl]methyl]ethanamine CC1=C(C=CC(=C1)S(F)(F)(F)(F)F)CNCC